allyl 1-(((2S)-1-((4-(1-hydroxy-2-(4-methylpiperazin-1-yl)-2-oxoethyl)phenyl)amino)-1-oxo-5-ureidopentan-2-yl)carbamoyl)cyclobutanecarboxylate OC(C(=O)N1CCN(CC1)C)C1=CC=C(C=C1)NC([C@H](CCCNC(=O)N)NC(=O)C1(CCC1)C(=O)OCC=C)=O